C1(=CC(=CC=C1)C[C@@H]1N(CCC[C@@H]1NS(=O)(=O)C)C(=O)OCC1CC1)C1=CC=CC=C1 cyclopropylmethyl cis-2-(biphenyl-3-ylmethyl)-3-((methylsulfonyl)amino)piperidine-1-carboxylate